(7R,14R)-1-(difluoromethoxy)-11-(4-hydroxy-3-methylbut-1-yn-1-yl)-6-(methyl-d3)-6,7-dihydro-7,14-methanobenzo[f]benzo[4,5]imidazo[1,2-a][1,4]diazocin-5(14H)-one FC(OC1=CC=CC=2C(N([C@H]3C=4N([C@@H](C21)C3)C3=C(N4)C=CC(=C3)C#CC(CO)C)C([2H])([2H])[2H])=O)F